CC=1C=CC(=C(C1)O)C=1N=NC(=C2C1N=CC=C2)N[C@H]2CN(CCC2)C (R)-5-methyl-2-(5-((1-methylpiperidin-3-yl)amino)-pyrido[2,3-d]pyridazin-8-yl)phenol